BrC1=CC=C(C(=O)C2=NOC(=C2S(=O)(=O)C(F)(F)F)C2=CC=C(C=C2)Br)C=C1 3-(4-bromobenzoyl)-4-trifluoromethanesulfonyl-5-(4-bromophenyl)isoxazole